[Cs].[Rb].[Ca].N1C=NC2=C1C=CC(=C2)N2C([C@@H]([C@@H]2C2=C(C=C(C=C2F)N2N=CC(=C2)C(F)(F)F)F)C2CC2)=O (3R,4R)-1-(1H-benzo[d]imidazol-5-yl)-3-cyclopropyl-4-(2,6-difluoro-4-(4-(trifluoromethyl)-1H-pyrazol-1-yl)phenyl)azetidin-2-one calcium rubidium cesium